C(#N)N1CC(CC1)C(=O)NC1=CC(=NO1)C1=CC=C(C=C1)OC 1-cyano-N-(3-(4-methoxy-phenyl)isoxazol-5-yl)pyrrolidine-3-carboxamide